methyl-N-(1-(thien-2-ylsulfonyl)-1,2,3,4-tetrahydroquinolin-7-yl)thiophene-2-sulfonamide CC1=C(SC=C1)S(=O)(=O)NC1=CC=C2CCCN(C2=C1)S(=O)(=O)C=1SC=CC1